vinyltri(2-methoxy-ethoxy)silane C(=C)[Si](OCCOC)(OCCOC)OCCOC